OCCC[C@H]1CC(N(C1)C(=O)OC(C)(C)C)(C)C tert-butyl (4S)-4-(3-hydroxypropyl)-2,2-dimethyl-pyrrolidine-1-carboxylate